ClC1=NC(=NC(=C1C(F)(F)F)Cl)C1=NC=C(C=C1)C 4,6-dichloro-2-(5-methyl-2-pyridyl)-5-trifluoromethylpyrimidine